OC1(CNCC1)CNC(OC(C)(C)C)=O tert-butyl N-[(3-hydroxypyrrolidin-3-yl)methyl]carbamate